FC(C1=CC2=C(N=C(N=C2)NC2(CCN(CC2)S(=O)(=O)C)[2H])N(C1=O)[C@H]1[C@](CCC1)(C)O)F (-)-6-(difluoromethyl)-8-((1R,2R)-2-hydroxy-2-methylcyclopentyl)-2-((1-(methylsulfonyl)piperidin-4-yl-4-d)amino)pyrido[2,3-d]pyrimidin-7(8H)-one